3-[bis-(3-amino-propyl)-amino]propylamino Chloride NCCCN(CCCNCl)CCCN